ClC=1C=C(C(=O)O)C=CC1C#C 3-chloro-4-ethynyl-benzoic acid